FC1=C(CNC(C)=O)C(=CC=C1F)F N-(2,3,6-trifluorobenzyl)acetamide